(E)-N-(4-(1-(6-(4-(6-((2-(2,6-dioxopiperidin-3-yl)-1-oxoisoindoline-4-yl)thio)hexanoyl)piperazin-1-yl)nicotinoyl)piperidin-4-yl)butyl)-3-(pyridin-3-yl)acrylamide O=C1NC(CCC1N1C(C2=CC=CC(=C2C1)SCCCCCC(=O)N1CCN(CC1)C1=NC=C(C(=O)N2CCC(CC2)CCCCNC(\C=C\C=2C=NC=CC2)=O)C=C1)=O)=O